ClC=1C=2N(C=C(C1)C1CN(C1)C(=O)OC(C)(C)C)C(=NC2)C tert-Butyl 3-{8-chloro-3-methylimidazo[1,5-a]pyridin-6-yl}azetidine-1-carboxylate